FC=1C(=C(OC2=NC3=CC=CC=C3C=C2C=2NC(=CC(C2C(=O)OCC)=O)C)C=CC1F)C ethyl 2-[2-(3,4-difluoro-2-methyl-phenoxy)-3-quinolyl]-6-methyl-4-oxo-1H-pyridine-3-carboxylate